NCCCCCC(=O)N 6-aminocaproamide